6-[4-(5-fluoro-1,2-benzoxazol-3-yl)piperidine-1-carbonyl]-4H-1,4-benzoxazin-3-one FC=1C=CC2=C(C(=NO2)C2CCN(CC2)C(=O)C=2C=CC3=C(NC(CO3)=O)C2)C1